FC(C1=CC=C(C(=O)NCCC2=CC(=NO2)C(=O)OCC)C=C1)(F)F ethyl 5-(2-(4-(trifluoromethyl)benzamido)ethyl)isoxazole-3-carboxylate